C(C)(C)(C)OC(=O)N(C(OC(C)(C)C)=O)C1=NN2C(C=C(C=C2)C2=NC=CC(=N2)C=2C=NN(C2)C(C(F)(F)F)C2=CC=C(C=C2)F)=N1 tert-butyl (tert-butoxycarbonyl)(7-(4-(1-(2,2,2-trifluoro-1-(4-fluorophenyl)ethyl)-1H-pyrazol-4-yl)pyrimidin-2-yl)-[1,2,4]triazolo[1,5-a]pyridin-2-yl)carbamate